C(CC)N1CC=NC2=CC=CC=C12 N-propylquinoxaline